FC(C(=O)O)(F)F.C1NC[C@H]2[C@@H]1CC(C2)C(=O)N2N=CCC2C2=CC(=CC(=C2)F)F (3aR,6aS)-(5-(3,5-difluorophenyl)-4,5-dihydro-1H-pyrazol-1-yl) (octahydrocyclopenta[c]pyrrol-5-yl) ketone trifluoroacetate